diphenylantimony camphorsulfonate C12(C(=O)CC(CC1)C2(C)C)CS(=O)(=O)[O-].C2(=CC=CC=C2)[Sb+]C2=CC=CC=C2